FC1=C(C=C(C=C1)CO)C(C(=O)NCCC(=O)[O-])N1C(C=C(C=C1)C(F)(F)F)=O 3-{2-[2-fluoro-5-(hydroxymethyl)phenyl]-2-[2-oxo-4-(trifluoromethyl)pyridin-1-yl]acetamido}propanoate